5-(hydroxymethyl)-2-(isobutyryloxy)benzoic acid tert-butyl ester C(C)(C)(C)OC(C1=C(C=CC(=C1)CO)OC(C(C)C)=O)=O